1-beta-hydroxyethylamino-2-nitro-4-bis(beta-hydroxyethyl)aminobenzene OCCNC1=C(C=C(C=C1)N(CCO)CCO)[N+](=O)[O-]